C1=CN=C2C=3C(=NC=NC13)N1C(C=CO2)=C2C=CC(=C1)N2 4-oxa-3,11a,12,14,15-pentaaza-7,10-methanocyclohepta[4,5]cycloocta[1,2,3-de]naphthalene